methyl ((1-((2-(3,5-dichlorophenyl)-6-((2-(4-methylpiperazin-1-yl)pyrimidin-5-yl)oxy)pyridin-4-yl)ethyl)piperidin-4-yl)methyl)carbamate ClC=1C=C(C=C(C1)Cl)C1=NC(=CC(=C1)CCN1CCC(CC1)CNC(OC)=O)OC=1C=NC(=NC1)N1CCN(CC1)C